Allylamid C(C=C)[NH-]